OC1=CC=C(C=C1)C12CC3(CC(CC(C1)C3)C2)C(=O)O 3-(4-hydroxyphenyl)adamantane-1-carboxylic acid